OC=1C=C(C=CC1)CCNS(=O)(=O)C=1C=CC2=C(C(=C(O2)C(=O)O)C)C1 5-(N-(3-hydroxyphenylethyl)sulfamoyl)-3-methylbenzofuran-2-carboxylic acid